7-(5-bromo-6-fluoro-1-((2-(trimethylsilyl)ethoxy)methyl)-1H-indazol-3-yl)-2,5-bisMethyl-1,2,3,4-tetrahydroisoquinoline BrC=1C=C2C(=NN(C2=CC1F)COCC[Si](C)(C)C)C1=CC(=C2CCN(CC2=C1)C)C